2-carbamimidamido-butanoic acid N(C(=N)N)C(C(=O)O)CC